N-(6-(difluoromethoxy)pyridin-3-yl)-5-fluoro-2-(1-methyl-1H-imidazol-5-yl)pyrimidine-4-carboxamide FC(OC1=CC=C(C=N1)NC(=O)C1=NC(=NC=C1F)C1=CN=CN1C)F